O=C1NC(CCC1N1C(C2=CC=CC(=C2C1)C#CCCC=1C(=NC=CC1)C(=O)N)=O)=O (4-(2-(2,6-dioxopiperidin-3-yl)-1-oxoisoindolin-4-yl)but-3-yn-1-yl)picolinamide